C12CCCCC2C1C(=O)O bicyclo[4.1.0]heptane-7-carboxylic acid